C(#N)C1=CC=C(CN2N=CC(=C2)C(=O)OCC)C=C1 ethyl 1-(4-cyanobenzyl)-1H-pyrazole-4-carboxylate